C(=O)(Cl)Cl carbonyl dichloride